C1(=CC=CC2=CC=CC=C12)[C@H](C)[NH3+] (S)-1-(naphthalen-1-yl)ethan-1-aminium